ClC=1C2=CC(N=C2C=CC1B1OC(C(O1)(C)C)(C)C)C 4-chloro-2-methyl-5-(4,4,5,5-tetramethyl-1,3,2-dioxaborolan-2-yl)-2H-indole